ClC=1C(=NC(=NC1)N1C[C@@H](C[C@@H](C1)C)C)NC1=CC=2C3=C(C(N(C2C=C1)C)=O)OCC[C@@H](N3)C (S)-10-((5-chloro-2-((3R,5S)-3,5-dimethylpiperidin-1-yl)pyrimidin-4-yl)amino)-2,7-dimethyl-1,2,3,4-tetrahydro-[1,4]oxazepino[2,3-c]quinolin-6(7H)-one